C1(CCCC1)N1C(N(C=2C=NC(=CC21)NC2=CC(=CC=C2)O)C)=O 1-Cyclopentyl-6-((3-hydroxyphenyl)amino)-3-methyl-1,3-dihydro-2H-imidazo[4,5-c]pyridin-2-one